Cl.C(C)(C)N1N=CC=C1C1=NC=CC=C1CO (2-(1-isopropyl-1H-pyrazol-5-yl)pyridin-3-yl)methanol hydrochloride salt